CC(CCC(CO)C(C)C)C 5-methyl-2-(1-methylethyl)-1-hexanol